tert-butyl 4-[[4-[[5-fluoro-4-(8-fluoro-4-isopropyl-2,3-dihydro-1,4-benzoxazin-6-yl)pyrimidin-2-yl]amino]-1-piperidyl]sulfonyl]piperidine-1-carboxylate FC=1C(=NC(=NC1)NC1CCN(CC1)S(=O)(=O)C1CCN(CC1)C(=O)OC(C)(C)C)C=1C=C(C2=C(N(CCO2)C(C)C)C1)F